tert-butyl 3-(((tert-butyldimethylsilyl)oxy)methyl)-1-oxo-2,8-diazaspiro[4.5]decane-8-carboxylate [Si](C)(C)(C(C)(C)C)OCC1NC(C2(C1)CCN(CC2)C(=O)OC(C)(C)C)=O